(3-(4-(5-((1-(4-(3-(5-(tert-butyl)isoxazol-3-yl)ureido)phenyl)-1H-benzo[d]Imidazol-5-yl)oxy)pentanoylamino)-1-oxoisoindol-2-yl)-2,6-dioxopiperidin-1-yl)methylmorpholine C(C)(C)(C)C1=CC(=NO1)NC(NC1=CC=C(C=C1)N1C=NC2=C1C=CC(=C2)OCCCCC(=O)NC2=C1CN(C(C1=CC=C2)=O)C2C(N(C(CC2)=O)CN2CCOCC2)=O)=O